CN(C)\C=N\C([C@H](C)NC(C1=CC(=CC(=C1)C(F)(F)F)OCS(=O)C)=O)=O N-[(2S)-1-{(E)-[(Dimethylamino)methylene]amino}-1-oxopropan-2-yl]-3-[(methylsulfinyl)methoxy]-5-(trifluoromethyl)benzamide